1-{[(2S)-4,4-dimethyl-5-oxopyrrolidin-2-yl]methoxy}-7-(prop-2-yloxy)isoquinoline-6-carboxamide CC1(C[C@H](NC1=O)COC1=NC=CC2=CC(=C(C=C12)OC(C)C)C(=O)N)C